2,3-bis(trifluoromethyl)-1,4-phenylenediamine FC(C1=C(C=CC(=C1C(F)(F)F)N)N)(F)F